FC(C1=CC=C(C=C1)C1=CC=C(S1)C=O)(F)F 5-(4-(trifluoromethyl)phenyl)thiophene-2-carbaldehyde